FC1=CC=C(C=C1)NC(=O)C1(CC1)C(=O)NC1=CC=C(C=C1)OC1=CC=NC2=CC(=CC=C12)C=1C=NC=CC1 1-N'-(4-fluorophenyl)-1-N-[4-(7-pyridin-3-ylquinolin-4-yl)oxyphenyl]cyclopropane-1,1-dicarboxamide